4-chloro-6-(4-methylthiophen-2-yl)dibenzo[b,d]thiophene ClC1=CC=CC2=C1SC1=C2C=CC=C1C=1SC=C(C1)C